C(C1=CC=CC=C1)C=1C(=NC2=CC=C(C=C2C1)N1C(C2=CC=CC=C2C1=O)=O)OC 2-(3-benzyl-2-methoxy-quinolin-6-yl)isoindole-1,3-dione